BrC1=CC(=C(C=O)C=C1)Cl 4-bromo-2-chlorobenzaldehyde